4,4,10,13,14-pentamethyl-17-((2S,3S)-6-methyl-3-((methylsulfonyl)oxy)hept-5-en-2-yl)-2,3,4,5,6,7,10,11,12,13,14,15,16,17-tetradecahydro-1H-cyclopenta[a]phenanthrene-3-yl acetate C(C)(=O)OC1CCC2(C=3CCC4(C(CCC4(C3CCC2C1(C)C)C)[C@H](C)[C@H](CC=C(C)C)OS(=O)(=O)C)C)C